4-chloroformyl-phthalic acid ClC(=O)C=1C=C(C(C(=O)O)=CC1)C(=O)O